CC(CCOC=C)C 3-Methyl-1-(vinyloxy)-butane